C(=O)(OC(C)(C)C)NCCS(=O)(=O)O N-Boc-taurine